4-(4-(tert-Butyl)phenyl)-2-((trifluoromethyl)thio)pyrrolo[1,2-a]quinoxaline-7-carboxylic acid C(C)(C)(C)C1=CC=C(C=C1)C=1C=2N(C3=CC=C(C=C3N1)C(=O)O)C=C(C2)SC(F)(F)F